4,5-Dihydropyrene-4,5-dione C1=CC=C2C(C(C3=CC=CC4=CC=C1C2=C34)=O)=O